(S)-N-((R and S)-(3-chloro-4-fluorophenyl)(2-methylbenzo[d]thiazol-5-yl)methyl)-2-oxoimidazolidine-4-carboxamide ClC=1C=C(C=CC1F)[C@H](NC(=O)[C@H]1NC(NC1)=O)C=1C=CC2=C(N=C(S2)C)C1 |&1:8|